FC(C1=CC=CC(=N1)C(=O)N)(F)F 6-(trifluoromethyl)picolinamide